Cl(=O)(=O)(=O)[O-].[N+](=O)([O-])C1=NN=NN1.[N+](=O)([O-])C1=NN=NN1.[Co+3].Cl(=O)(=O)(=O)[O-].Cl(=O)(=O)(=O)[O-] cobalt (III) bis(5-nitrotetrazole) perchlorate